ClP(=O)(C1=CC=C(C=C1)P(=O)(Cl)Cl)Cl 1,4-bis(dichlorophosphinyl)benzene